[Si](C)(C)(C(C)(C)C)OC(C(=O)NC(C(=O)C1=CC=C(C=C1)F)Cl)C 2-[(tert-butyldimethylsilyl)oxy]-N-[1-chloro-2-(4-fluorophenyl)-2-oxoethyl]propanamide